undecyl-dimethyl-2-phenoxyethyl-ammonium chloride [Cl-].C(CCCCCCCCCC)[N+](CCOC1=CC=CC=C1)(C)C